C(=C)C1=CC=C(C=C1)COCC1CO1 4-vinyl-1-glycidoxymethyl-benzene